N-methyl-[3-(trimethoxysilyl)-propyl]urethane ethyl-3-oxo-3-[(2S)-pyrrolidin-2-yl]propanoate hydrochloride tert-Butyl-(2S)-2-(3-ethoxy-3-oxo-propanoyl)pyrrolidine-1-carboxylate C(C)(C)(C)OC(=O)N1[C@@H](CCC1)C(CC(=O)OCC)=O.Cl.C(C)OC(CC([C@H]1NCCC1)=O)=O.CN(C(=O)OCC)CCC[Si](OC)(OC)OC